CC(C)C1=CC=C(C=C1)[I+]C1=CC=C(C=C1)C 4-(1-methylethyl)phenyl-4-methylphenyliodonium